FC1=C(C=C(C=C1)NC(=O)C1C(NCC1)C)C N-(4-fluoro-3-methylphenyl)-2-methylpyrrolidine-3-carboxamide